ClC=1C(=CC(=NC1)N[C@H](CO)C1CC1)N1C(C2=C(C=C1)N(N=C2)CC2=C(C=CC=C2F)F)=O (S)-5-(5-Chloro-2-((1-cyclopropyl-2-hydroxyethyl)amino)pyridin-4-yl)-1-(2,6-difluorobenzyl)-1,5-dihydro-4H-pyrazolo[4,3-c]pyridin-4-one